C(C1=CC=CC=C1)N1C(C2=C(C=3C=CC=NC13)CCN(C2)CC=2C=NC=CC2)=O 6-benzyl-3-(pyridin-3-ylmethyl)-2,3,4,6-tetrahydropyrido[3,4-c][1,8]naphthyridine-5(1H)-one